BrC1=NC=CC(=C1F)CN1CCC2(CCCC(N2)=O)CC1 9-((2-bromo-3-fluoropyridin-4-yl)methyl)-1,9-diazaspiro[5.5]undecan-2-one